COC1=CC2=C(N(C(C3=C(N2)C=CC=C3)=O)C3=C(C=CC=C3)C)C(=C1)C 7-methoxy-9-methyl-10-tolyl-5,10-dihydro-11H-dibenzo[b,e][1,4]diazepin-11-one